Methyl 2-(4-(2-acetyl-5-chlorophenyl)-2-oxopiperazin-1-yl)-3-phenylpropanoate C(C)(=O)C1=C(C=C(C=C1)Cl)N1CC(N(CC1)C(C(=O)OC)CC1=CC=CC=C1)=O